COC=1N=C2C(=C3C(=NC2=CC1OC)CCC3)N[C@H]3CNCCCC3 (3R)-N-[2,3-dimethoxy-6H,7H,8H-cyclopenta[b]1,5-naphthyridin-9-yl]azepan-3-amine